4-((2,4-dioxo-3-azabicyclo[3.1.1]heptan-1-yl)amino)benzenesulfonyl fluoride O=C1C2(CC(C(N1)=O)C2)NC2=CC=C(C=C2)S(=O)(=O)F